FC1=CC(=CC(=N1)N1C(C2=C(N=C(N=C2)OC)CC1)OC)OC 6-(6-fluoro-4-methoxy-2-pyridyl)-2,5-dimethoxy-7,8-dihydro-5H-pyrido[4,3-d]pyrimidine